4-methyl-5-(5-trifluoromethanesulfonyl-6-methoxypyridin-3-yl)-1,3-thiazol CC=1N=CSC1C=1C=NC(=C(C1)S(=O)(=O)C(F)(F)F)OC